(S)-2-(3-(3-(fluoro(4-methyl-4H-1,2,4-triazol-3-yl)methyl)oxetan-3-yl)phenyl)-6-(piperidin-1-ylmethyl)-4-(trifluoromethyl)isoindolin-1-one F[C@@H](C1(COC1)C=1C=C(C=CC1)N1C(C2=CC(=CC(=C2C1)C(F)(F)F)CN1CCCCC1)=O)C1=NN=CN1C